COC1=CC=2C3=C(NC2C=C1OCCCN1CCCC1)C=CN=C3N3CCC(CC3)O 1-{8-methoxy-7-[3-(pyrrolidin-1-yl)propoxy]-5H-pyrido[4,3-b]indol-1-yl}piperidin-4-ol